methyl 2-(6-bromo-1,3-dioxo-1H-spiro[isoquinoline-4,3'-oxetan]-2(3H)-yl)acetate BrC=1C=C2C(=CC1)C(N(C(C21COC1)=O)CC(=O)OC)=O